C(CC)OCCC 1-propoxypropane